1-carbobenzoxy-5,6-dibenzyloxyindole C(=O)(OCC1=CC=CC=C1)N1C=CC2=CC(=C(C=C12)OCC1=CC=CC=C1)OCC1=CC=CC=C1